4-((4-methoxyphenyl)amino)-9H-pyrimido[4,5-b]indole-6-carboxylic acid COC1=CC=C(C=C1)NC1=NC=NC=2NC3=CC=C(C=C3C21)C(=O)O